BrC=1C(=CC(=C(C1)NC12CN(CC(CC1)C2)CCO)[N+](=O)[O-])F 2-{1-[(5-bromo-4-fluoro-2-nitrophenyl)amino]-3-azabicyclo[3.2.1]octan-3-yl}ethanol